2-cyclohexylamino-1,3-propylene glycol C1(CCCCC1)NC(CO)CO